(7S)-2-chloro-4,5,7,8-tetramethyl-7H-pteridin-6-one ClC1=NC=2N([C@H](C(N(C2C(=N1)C)C)=O)C)C